methyl 4-[5-chloranyl-2-[2-[2-methyl-4-oxidanylidene-6-(1-piperidyl)-5,6,7,8-tetrahydroquinazolin-3-yl]ethoxy]phenyl]-2-methyl-pyrrolo[1,2-b]pyridazine-7-carboxylate ClC=1C=CC(=C(C1)C=1C=2N(N=C(C1)C)C(=CC2)C(=O)OC)OCCN2C(=NC=1CCC(CC1C2=O)N2CCCCC2)C